CC1=C(C=C(C=N1)NC(C1=CC=C(C=C1)C1CN(CC1)CCC)=O)NC1=NC=CC(=N1)C=1C=NC=CC1 N-[6-Methyl-5-(4-pyridin-3-yl-pyrimidin-2-ylamino)-pyridin-3-yl]-4-(1-propyl-pyrrolidin-3-yl)-benzamide